C12C(=C(C(C=C1)C2)C(=O)OCCCC)C(=O)OCCCC dibutyl bicyclo[2.2.1]hept-2,5-diene-2,3-dicarboxylate